SC1=NN=C(O1)CO (5-mercapto-1,3,4-oxadiazol-2-yl)methanol